FC(C=1C=CC(=NC1C=1C=NN(C1C)CC(F)(F)F)N1C=NC2=C1C=CC(=C2)NC=2N=NC(=CC2)C)F 1-[5-(difluoromethyl)-6-[5-methyl-1-(2,2,2-trifluoroethyl)pyrazol-4-yl]-2-pyridyl]-N-(6-methylpyridazin-3-yl)benzimidazol-5-amine